(S)-5-(Azetidin-1-yl)-7-(3-fluorophenyl)-4-(2-methylpiperazin-1-yl)-7H-pyrrolo[2,3-d]pyrimidine N1(CCC1)C1=CN(C=2N=CN=C(C21)N2[C@H](CNCC2)C)C2=CC(=CC=C2)F